N-(3-(2-fluoropyridin-4-yl)propyl)-1-(7-methylthiothieno[3,2-d]pyrimidin-4-yl)piperidin-4-amine FC1=NC=CC(=C1)CCCNC1CCN(CC1)C=1C2=C(N=CN1)C(=CS2)SC